O1CCC2=C1C=CC(=C2)C2C(C(NCC2)C)COC2=CC=C1CNC(C1=C2)=O (+/-)-6-{[(trans,trans)-4-(2,3-dihydro-1-benzofuran-5-yl)-2-methylpiperidin-3-yl]methoxy}-2,3-dihydro-1H-isoindol-1-one